C(C)N1C(=NC2=CC=C(C=C2C1=O)F)[C@@H](CCC)N1CCN[C@@H](CC1)C 3-ethyl-6-fluoro-2-((R)-1-((R)-5-methyl-1,4-diazepan-1-yl)butyl)quinazolin-4(3H)-one